ClC=1C2=C(C(=NC1)N)C(=NN2C(C)C)C2=NOC(=C2C2=NN(C=C2)CC)C2CC2 7-chloro-3-(5-cyclopropyl-4-(1-ethyl-1H-pyrazol-3-yl)isoxazol-3-yl)-1-isopropyl-1H-pyrazolo[4,3-c]pyridin-4-amine